tert-Butyl 4-((3aR,4R,6R,6aS)-6-(4-amino-5-(4-benzylthiazol-2-yl)-7H-pyrrolo[2,3-d]pyrimidin-7-yl)-2,2-dimethyltetrahydro-4H-cyclopenta[d][1,3]dioxol-4-yl)piperidine-1-carboxylate NC=1C2=C(N=CN1)N(C=C2C=2SC=C(N2)CC2=CC=CC=C2)[C@@H]2C[C@@H]([C@@H]1[C@H]2OC(O1)(C)C)C1CCN(CC1)C(=O)OC(C)(C)C